(S)-3-((2-amino-5-isopropyl-4-(8-methoxy-[1,2,4]triazolo[1,5-a]pyridin-6-yl)phenyl)amino)piperidine-1-carboxylic acid tert-butyl ester C(C)(C)(C)OC(=O)N1C[C@H](CCC1)NC1=C(C=C(C(=C1)C(C)C)C=1C=C(C=2N(C1)N=CN2)OC)N